N-[3-(7-{[(3S,4R)-3-fluoro-1-methylpiperidin-4-yl]amino}-3-(2,2,2-trifluoroethyl)pyrazolo[1,5-a]pyridin-2-yl)prop-2-yn-1-yl]-1-methyl-1H-pyrazole-4-carboxamide F[C@H]1CN(CC[C@H]1NC1=CC=CC=2N1N=C(C2CC(F)(F)F)C#CCNC(=O)C=2C=NN(C2)C)C